CC(=O)N[C@@H]1[C@H]([C@@H]([C@H](O[C@H]1OC)CO)O[C@H]2[C@@H]([C@H]([C@H]([C@H](O2)CO)O)O)O)O The molecule is a methyl glycoside that is beta-D-galactopyranosyl-(1->4)-2-acetamido-2-deoxy-beta-D-glucopyranose in which the anomeric hydroxy group is replaced by methoxy. It is a methyl glycoside and an amino disaccharide. It derives from a beta-D-Galp-(1->4)-D-GlcpNAc.